4,7-Difluoro-2H-1-benzofuran-3-one FC1=CC=C(C2=C1C(CO2)=O)F